[6-[3-(1-hydroxycyclopropyl)-1H-1,2,4-triazol-5-yl]-2-azaspiro[3.3]heptan-2-yl]-[7-[3-(trifluoromethyl)phenyl]sulfonyl-2-azaspiro[3.5]nonan-2-yl]methanone OC1(CC1)C1=NNC(=N1)C1CC2(CN(C2)C(=O)N2CC3(C2)CCC(CC3)S(=O)(=O)C3=CC(=CC=C3)C(F)(F)F)C1